C(C)C(C(=O)[O-])CCCC.N1C=[NH+]C=C1 imidazolium 2-ethylhexanoate